C(CCC)[Sn](Cl)(Cl)Cl monobutyl-tin trichloride